C(C=C)(=O)N1[C@H](CN(CC1)C1=NC=NC2=CC(=C3C(=C12)OCCC3)C3=CC(=C(C=C3)O)Cl)CC#N (S)-2-(1-acryloyl-4-(5-(3-chloro-4-hydroxyphenyl)-3,4-dihydro-2H-pyrano[2,3-f]quinazolin-10-yl)piperazin-2-yl)acetonitrile